ClC1=NC=C(C(=C1)NC1=NC(=CC(=C1)C)C1(COCC1)OC)[N+](=O)[O-] N-(2-chloro-5-nitropyridin-4-yl)-6-(3-methoxytetrahydrofuran-3-yl)-4-methylpyridin-2-amine